racemic-4-(((R)-tert-butylsulfinyl)amino)-N-(3-chloro-4-fluorophenyl)-2-methyl-2,4,5,6,7,8-hexahydrocyclohepta[c]pyrrole-1-carboxamide C(C)(C)(C)[S@@](=O)N[C@@H]1CCCCC2=C(N(C=C21)C)C(=O)NC2=CC(=C(C=C2)F)Cl |&1:7|